C1(=CC=CC=C1)CCN1CCC(CC1)NC(CC)=O N-[1-(2-phenylethyl)-4-piperidinyl]-propanamide